C[Si](OC1=C(C=CC2=C(C=CC=C2O)O)C=CC(=C1)O)(C1=CC=CC=C1)C 2-(dimethylphenylsiloxy)-4-hydroxystyryl-1,3-benzenediol